[SiH4]=S silane-Sulfide